COC([O-])=O.C(CCCCCCCC)[N+](C)(C)C nonyltrimethylammonium methyl-carbonate